C(C)(C)(C)OC(=O)N1CCC(=C(C1=O)C(NC1=C(C(=CC=C1)Cl)OC)=S)O.BrC1=CC=C(C=C1)S(=O)(=O)C1CNC1 3-(4-bromobenzene-1-sulfonyl)azetidine Tert-butyl-5-[(3-chloro-2-methoxyphenyl)carbamothioyl]-4-hydroxy-6-oxo-3,6-dihydropyridine-1(2H)-carboxylate